O1C(=CC=C1)C1=NN2C(N=C(N=C2N)NCCC2=CC=C(C=C2)OCCN2CCOCC2)=N1 2-(Furan-2-yl)-N5-(4-(2-morpholinoethoxy)phenethyl)-[1,2,4]triazolo[1,5-a][1,3,5]triazine-5,7-diamine